D-alanine chloride N[C@H](C)C(=O)Cl